4-(2,2-Difluoro-1-(trideuteromethyl)vinyloxy)-3,5-dimethoxyphenethylamine hydrochloride Cl.FC(=C(OC1=C(C=C(CCN)C=C1OC)OC)C([2H])([2H])[2H])F